[Si](C)(C)(C(C)(C)C)O[C@@H]1[C@H]([C@H](N(C1)C(=O)OC(C)(C)C)CC1=C(C=C(C=C1)C1=CN=CO1)F)OC(=O)OC1=CC=C(C=C1)[N+](=O)[O-] tert-butyl (2R,3S,4S)-4-((tert-butyldimethylsilyl)oxy)-2-(2-fluoro-4-(oxazol-5-yl)benzyl)-3-(((4-nitrophenoxy)carbonyl)oxy)pyrrolidine-1-carboxylate